CCCCCCCCCCCCCCCCCC(=O)N The molecule is a fatty amide of stearic acid. It has a role as a metabolite. It derives from an octadecanoic acid.